CN1C(N(C2=C1C=CC(=C2)C=2C=CC=C1C=C(N=CC21)C=2C=CC(=NC2)C(=O)NCC#CC=2C=CC1=C(C(=CO1)C1C(NC(CC1)=O)=O)C2)C)=O 5-(8-(1,3-dimethyl-2-oxo-2,3-dihydro-1H-benzo[d]imidazol-5-yl)isoquinolin-3-yl)-N-(3-(3-(2,6-dioxo-piperidin-3-yl)benzofuran-5-yl)prop-2-yn-1-yl)picolinamide